tert-butyl 3-(N-(4-chlorobenzyl)-2-(((1r,4r)-4-methylcyclohexyl) amino) acetamido)-3-cyanosilacyclobutane-1-carboxylate ClC1=CC=C(CN(C(CNC2CCC(CC2)C)=O)C2(C[SiH](C2)C(=O)OC(C)(C)C)C#N)C=C1